C[C@@](CC=O)(O)[C@H](O)[C@H](O)C 2,6-dideoxy-3-methyl-D-ribohexose